CC1=C(C(=O)C2=CC=C(C(=O)OC)C=C2)C=C(C(=C1)OC(C)C)C(C)C Methyl 4-[2-methyl-5-(propan-2-yl)-4-(propan-2-yloxy)benzoyl]benzoate